N-((7-(5-(difluoromethyl)-1,3,4-oxadiazol-2-yl)imidazo[1,2-a]pyridin-2-yl)methyl)-N-phenylpiperidine-4-sulfonamide FC(C1=NN=C(O1)C1=CC=2N(C=C1)C=C(N2)CN(S(=O)(=O)C2CCNCC2)C2=CC=CC=C2)F